NCCOCCOCCC(=O)NC=1C=C2CN(C(C2=CC1)=O)C1C(NC(CC1)=O)=O 3-(2-(2-Aminoethoxy)ethoxy)-N-(2-(2,6-dioxopiperidin-3-yl)-1-oxoisoindolin-5-yl)propanamide